6-[4-(2-fluoroprop-2-enoyl)-2,3-dihydroquinoxalin-1-yl]-2-[[1-(2-hydroxyethyl)pyrazol-4-yl]amino]-8-methyl-pyrido[2,3-d]pyrimidin-7-one FC(C(=O)N1CCN(C2=CC=CC=C12)C1=CC2=C(N=C(N=C2)NC=2C=NN(C2)CCO)N(C1=O)C)=C